O=C1C2(CCN(C2)C(=O)C2=C3CCN(C3=CC=C2)C(=O)OC(C)(C)C)CCC(N1)=O tert-butyl 4-(6,8-dioxo-2,7-diazaspiro[4.5]decane-2-carbonyl)indoline-1-carboxylate